N-[(6-Ethoxy-2-pyridyl)sulfonyl]-2-(2,2,4-trimethylpyrrolidin-1-yl)pyridin-3-carboxamid C(C)OC1=CC=CC(=N1)S(=O)(=O)NC(=O)C=1C(=NC=CC1)N1C(CC(C1)C)(C)C